6-acetyl-2-(2-bromo-4-chlorophenyl)-3-(4-chlorophenyl)-3-hydroxyisoindolin-1-one C(C)(=O)C1=CC=C2C(N(C(C2=C1)=O)C1=C(C=C(C=C1)Cl)Br)(O)C1=CC=C(C=C1)Cl